2-(2-(2-fluoro-4-nitrophenyl)-2-hydroxyethoxy)phenol FC1=C(C=CC(=C1)[N+](=O)[O-])C(COC1=C(C=CC=C1)O)O